C(#N)C1=C(C(=NC=C1)C(=O)N)C#N dicyanopyridineamide